O=C1NC(CCC1N1C(C2=CC=CC(=C2C1=O)OCC(=O)NCCCCCC(N1CCN(CC1)S(=O)(=O)C1=CC=C(C)C=C1)=O)=O)=O 2-((2-(2,6-dioxopiperidin-3-yl)-1,3-dioxoisoindolin-4-yl)oxy)-N-(6-oxo-6-(4-tosylpiperazin-1-yl)hexyl)acetamide